ClC=1C=CC2=C([C@](C(CCN2C(=O)C2=CC(=C(C=C2)NC(=O)C=2C(=CC=C(C2)F)C2=C(C=CC=C2)F)F)(F)F)(CO)O)C1 N-{4-[(5R)-7-chloro-4,4-difluoro-5-hydroxy-5-(hydroxymethyl)-2,3,4,5-tetrahydro-1H-1-benzazepine-1-carbonyl]-2-fluorophenyl}-2',4-difluoro-[1,1'-biphenyl]-2-carboxamide